C(C)OC(=O)C1=C(N=C(S1)NC1=NC(=C(C(=N1)N1CCC(CC1)O)OC)N1CCC(CC1)O)C 2-[4,6-Bis-(4-hydroxy-piperidin-1-yl)-5-methoxypyrimidin-2-ylamino]-4-methyl-thiazole-5-carboxylic acid ethyl ester